C(CCCCCNC(OC(C)C1=CC=2C(C3=CC=CC=C3C(C2C=C1)=O)=O)=O)NC(OC(C)C1=CC=2C(C3=CC=CC=C3C(C2C=C1)=O)=O)=O bis[1-(2-anthraquinonyl)ethyl] 1,6-hexanediylbiscarbamate